N1N=C(C=C1)C(=O)N PYRAZOL-AMID